ClC1=CC=C(C=C1)C1=CC(=NC(=N1)C=1C=NC=CC1)C(=O)O 6-(4-chlorophenyl)-2-(pyridin-3-yl)pyrimidine-4-carboxylic acid